C12(C(=O)CC(CC1)C2(C)C)CS(=O)(=O)O racemic-camphorsulfonic acid